C(C)(C)(C)OC(=O)N1CC2N(C3=C(OC2)C=C(C=N3)Br)CC1 3-Bromo-6a,7,9,10-Tetrahydropyrazino[1,2-d]pyrido[3,2-b][1,4]oxazine-8(6H)-carboxylic acid tert-butyl ester